CN(C(C1=C(C=CC(=C1)C1C=2C(NC(C1)=O)=NNC2)OCC2=C(C=CC=C2)C(F)(F)F)=O)C N,N-dimethyl-5-{6-oxo-2H,4H,5H,6H,7H-pyrazolo[3,4-b]pyridin-4-yl}-2-{[2-(trifluoromethyl)phenyl]methoxy}benzamide